4-(3-((1R,5R)-2,6-diazabicyclo[3.2.0]heptan-6-yl)-7-fluoroisothiazolo[4,3-c]pyridin-6-yl)-5-ethynylnaphthalen-2-ol [C@@H]12NCC[C@H]2N(C1)C=1SN=C2C1C=NC(=C2F)C2=CC(=CC1=CC=CC(=C21)C#C)O